tert-butyl (2R,3R)-2-methyl-3-[(2S)-2-methylpiperazin-1-yl]azetidine-1-carboxylate C[C@H]1N(C[C@H]1N1[C@H](CNCC1)C)C(=O)OC(C)(C)C